4-(7-((3,5-Dimethylphenyl)(2-(isopropylamino)ethyl)amino)quinoxalin-2-yl)-1H-pyrazole CC=1C=C(C=C(C1)C)N(C1=CC=C2N=CC(=NC2=C1)C=1C=NNC1)CCNC(C)C